O=C1C(O)=C([O-])[C@H](O1)[C@@H](O)CO.[Na+].C([O-])(O)=O.[Na+].O=C1C(O)=C(O)[C@H](O1)[C@@H](O)CO ascorbic acid sodium bicarbonate sodium ascorbate